3,3-dichloro-5-(piperazine-1-ylsulfonyl)indol-2-one trifluoroacetate FC(C(=O)O)(F)F.ClC1(C(NC2=CC=C(C=C12)S(=O)(=O)N1CCNCC1)=O)Cl